6-(3-(5-(4-ethylpiperazin-1-yl)pyridin-2-yl)-4-isopropyl-1H-pyrazol-5-yl)-8-methoxy-[1,2,4]triazolo[1,5-a]pyridine C(C)N1CCN(CC1)C=1C=CC(=NC1)C1=NNC(=C1C(C)C)C=1C=C(C=2N(C1)N=CN2)OC